C1C(CC12CCCCC2)C(=O)O[C@@H]2[C@](O[C@H](C2)N2C1=NC(=NC(=C1N=C2)N)Cl)(COC(=O)OCC=2OC(OC2C)=O)C#C (2R,3S,5R)-5-(6-amino-2-chloro-9H-purin-9-yl)-2-ethynyl-2-(((((5-methyl-2-oxo-1,3-dioxol-4-yl)methoxy)carbonyl)oxy) methyl)tetrahydrofuran-3-yl spiro[3.5]nonane-2-carboxylate